N6-Boc-lysine C(=O)(OC(C)(C)C)NCCCC[C@H](N)C(=O)O